4-oxoadamantane-1-carboxylate O=C1C2CC3(CC(CC1C3)C2)C(=O)[O-]